NC1=NC=C(C(=C1)C=1CCCN(CC1)C(=O)OC(C)(C)C)OC tert-butyl 5-(2-amino-5-methoxy-4-pyridyl)-2,3,4,7-tetrahydroazepine-1-carboxylate